(4S)-4-(2,3-dichloro-6-hydroxyphenyl)-1-(3,3,3-trifluoropropyl)pyrrolidin-2-one ClC1=C(C(=CC=C1Cl)O)[C@@H]1CC(N(C1)CCC(F)(F)F)=O